C(C1=CC=CC=C1)[C@@H]1N(C(OC1)=O)C([C@@H](CC1=CC(=CC=C1)S(N(C)C)(=O)=O)[C@@H]1CN(CC1)C(=O)OC(C)(C)C)=O tert-butyl (3R)-3-[(1S)-2-[(4S)-4-benzyl-2-oxo-oxazolidin-3-yl]-1-[[3-(dimethylsulfamoyl)phenyl]methyl]-2-oxo-ethyl]pyrrolidine-1-carboxylate